BrC=1C=C(C=CC1OCC=1C(=C(C=CC1)C1=CC=CC=C1)C)CN1C(CCCC1)C(=O)O 1-[[3-bromo-4-[(2-methyl[1,1'-biphenyl]-3-yl)methoxy]phenyl]methyl]-2-piperidinecarboxylic acid